C1(=CC=CC2=CC3=CC=CC=C3C=C12)C=O Anthraldehyde